1,5,7-triazabicyclo(4.4.0)deca-5-ene N12CCCN=C2NCCC1